Di-(tert-butylperoxyisopropyl)benzene C(C)(C)(C)OOC(C)(C)C1=C(C=CC=C1)C(C)(C)OOC(C)(C)C